benzyl 6-[(2S,3S,4R,5S)-5-acetamido-2-allyl-3,4-dihydroxy-1-piperidyl]-6-oxo-hexanoate C(C)(=O)N[C@@H]1[C@H]([C@H]([C@@H](N(C1)C(CCCCC(=O)OCC1=CC=CC=C1)=O)CC=C)O)O